ClC1=C(C(=CC(=C1)C1=NN=C2N1CCN=C2)F)C2=C(C(=CC=C2O)Cl)F 3-(2,3'-dichloro-2',6-difluoro-6'-hydroxy-[1,1'-biphenyl]-4-yl)-5,6-dihydro-[1,2,4]triazolo[4,3-a]pyrazin